(4-(2,4-dichlorophenoxy)phenyl)-7-methoxy-6-(3-morpholinopropoxy)quinazolin-4-amine ClC1=C(OC2=CC=C(C=C2)C2=NC3=CC(=C(C=C3C(=N2)N)OCCCN2CCOCC2)OC)C=CC(=C1)Cl